2-(((6z,12z)-hexadec-6,12-dien-1-yl)oxy)tetrahydro-2H-pyran C(CCCC\C=C/CCCC\C=C/CCC)OC1OCCCC1